6-(2,5-dimethyl-4-(4-morpholinyl)thiophene-3-carboxamido)spiro[3.3]heptane-2-carboxylic acid CC=1SC(=C(C1C(=O)NC1CC2(CC(C2)C(=O)O)C1)N1CCOCC1)C